N1(CCC1)C(=O)N1CCC(CC1)COC1=C(C=C(C=C1)CO)S(=O)(=O)N ((1-(azetidine-1-carbonyl)piperidin-4-yl)methoxy)-5-(hydroxymethyl)benzenesulfonamide